triphenyl-butyl-ammonium bromide [Br-].C1(=CC=CC=C1)[N+](CCCC)(C1=CC=CC=C1)C1=CC=CC=C1